BrC=1C=C(C(=C(C1)S(=O)(=O)O)OC(COCCOCCNC(CCl)=O)=O)C(F)(F)F 5-Bromo-2-(2-(2-(2-(2-chloroacetamido)ethoxy)ethoxy)-acetoxy)-3-(trifluoromethyl)benzenesulfonic acid